ClC1=NC=C(C(=N1)N1CC2(C1)CCC2)C(F)(F)F 2-[2-chloro-5-(trifluoromethyl)pyrimidin-4-yl]-2-azaspiro[3.3]heptane